ethyl 2-(5-benzyl-4H-1,2,4-triazol-3-yl)-3-cyclopropyl-prop-2-enoate C(C1=CC=CC=C1)C=1NC(=NN1)C(C(=O)OCC)=CC1CC1